COC(C(=O)O)(CC)C 2-METHOXY-2-METHYLBUTANOIC ACID